O=C1NC(CCC1N1C(C2=CC=CC(=C2C1=O)NCCN1CCC(CC1)(C=1SC=C(N1)C1=CC=CC=C1)CNC(C1=CC(=CC=C1)C1=NOC(=N1)C(F)(F)F)=O)=O)=O N-((1-(2-((2-(2,6-dioxopiperidin-3-yl)-1,3-dioxoisoindolin-4-yl)amino)ethyl)-4-(4-phenylthiazol-2-yl)piperidin-4-yl)methyl)-3-(5-(trifluoromethyl)-1,2,4-oxadiazol-3-yl)benzamide